2-(5-ethylidene-2-norbornenyl)ethylallyldichlorosilane C(C)=C1C2C=C(C(C1)C2)CCC=CC[SiH](Cl)Cl